NC1=NC=CC(=C1Cl)SC1=CN=C(N=N1)N1CCC2(CC1)[C@@H](C=1C(=NC=C(C1)Cl)C2)N (S)-1'-(6-((2-amino-3-chloropyridin-4-yl)thio)-1,2,4-triazin-3-yl)-3-chloro-5,7-dihydrospiro[cyclopenta[b]pyridine-6,4'-piperidin]-5-amine